4-((2-benzyl-3,5-dioxo-6-phenyl-2,5-dihydro-1,2,4-triazin-4(3H)-yl)methyl)benzonitrile C(C1=CC=CC=C1)N1N=C(C(N(C1=O)CC1=CC=C(C#N)C=C1)=O)C1=CC=CC=C1